CC1(OC(CC1=O)(C)C)C dihydro-2,2,5,5-tetramethyl-3(2H)-furanone